(3aR,4R,5R,6aS)-5-((tert-butyldimethylsilyl)oxy)-4-((S,E)-3-hydroxy-8-methylnon-1-en-1-yl)hexahydro-2H-cyclopenta[b]furan-2-ol [Si](C)(C)(C(C)(C)C)O[C@H]1[C@@H]([C@@H]2[C@@H](OC(C2)O)C1)\C=C\[C@H](CCCCC(C)C)O